O=C(C(=O)O)N(CC1=NC=C(C=C1)C(F)(F)F)C(C)C=1C=NC=CC1 2-oxo-2-((1-(pyridin-3-yl)ethyl)((5-(trifluoromethyl)pyridin-2-yl)methyl)amino)acetic acid